ClC=1C=C(C=C2C=C(N=CC12)NC(=O)[C@H]1[C@@H](C1)C#N)C1=CC=NC2=CC=CC=C12 trans-N-[8-chloro-6-(4-quinolinyl)-3-isoquinolinyl]-2-cyano-cyclopropanecarboxamide